bis(triphenylphosphine) palladium (0) palladium [Pd].[Pd].C1(=CC=CC=C1)P(C1=CC=CC=C1)C1=CC=CC=C1.C1(=CC=CC=C1)P(C1=CC=CC=C1)C1=CC=CC=C1